Benzyl (3R)-3-(p-tolylsulfonyloxy)pyrrolidine-1-carboxylate C1(=CC=C(C=C1)S(=O)(=O)O[C@H]1CN(CC1)C(=O)OCC1=CC=CC=C1)C